OC(C)(C)C=1N=CC(=NC1)N1C(O[C@@]2(C1)C[C@](C(CC2)=C)(C)CN2C=NC1=C2C=C(C=C1)C#N)=O 1-(((5R,7S)-3-(5-(2-Hydroxypropan-2-yl)pyrazin-2-yl)-7-methyl-8-methylene-2-oxo-1-oxa-3-azaspiro[4.5]decan-7-yl)methyl)-1H-benzo[d]imidazole-6-carbonitrile